dl-O-p-chlorobenzoyl-D-ribofuranose ClC1=CC=C(C(=O)OC2[C@H](O)[C@H](O)[C@H](O2)CO)C=C1